1-{[3,5-bis(difluoromethyl)-1H-pyrazol-1-yl]Acetyl piperidin-4-yl-1,3-thiazol-4-yl}-9-fluoro-1,5-dihydro-2,4-benzodioxepin-6-yl methanesulfonate CS(=O)(=O)OC1=CC=C(C=2C(OCOCC21)C=2N=C(SC2C(CN2N=C(C=C2C(F)F)C(F)F)=O)C2CCNCC2)F